(2R)-1-acetyl-4-(3-(cyclopropylmethoxy)-4-(difluoromethoxy)phenyl)pyrrolidine-2-carboxylic acid methyl ester COC(=O)[C@@H]1N(CC(C1)C1=CC(=C(C=C1)OC(F)F)OCC1CC1)C(C)=O